FC(C1=CC=C(C=N1)OB(O)O)(F)F (6-(trifluoromethyl)pyridine-3-Yl)boric acid